C(C)(C)(C)OC(=O)NCCC(=O)NC=1N=C(N(C1)C)C(=O)NC=1C=C(N(C1)C)C(=O)NCCC(=O)NC=1N=C(N(C1)C)C(=O)NCCC(=O)O 3-{[4-(3-{[4-(4-{3-[(tert-butoxycarbonyl)amino]propanamido}-1-methylimidazole-2-amido)-1-methylpyrrol-2-yl]formamido}propanamido)-1-methylimidazol-2-yl]formamido}propanoic acid